N-[4-[[3-(3-chloro-4-methoxy-phenyl)imidazo[1,2-a]pyrazin-8-yl]amino]phenyl]-2-hydroxyacetamide ClC=1C=C(C=CC1OC)C1=CN=C2N1C=CN=C2NC2=CC=C(C=C2)NC(CO)=O